C1(=CC=CC=C1)NC(NC1=C(C2=C(S1)CCCC2)C(=O)OC)=S Methyl 2-(3-phenylthioureido)-4,5,6,7-tetrahydrobenzo[b]thiophene-3-carboxylate